[2-amino-4-(trifluoromethoxy)phenyl]-[4-[2-[(2S)-1,4-oxazepan-2-yl]-3H-imidazo[4,5-b]pyridin-7-yl]-1-piperidyl]methanone NC1=C(C=CC(=C1)OC(F)(F)F)C(=O)N1CCC(CC1)C1=C2C(=NC=C1)NC(=N2)[C@H]2OCCCNC2